tert-butyl (3-(7-chloro-3-phenyl-2-thioxo-3,4-dihydropyrimido[4,5-d]pyrimidin-1(2H)-yl)phenyl)carbamate ClC1=NC=C2C(=N1)N(C(N(C2)C2=CC=CC=C2)=S)C=2C=C(C=CC2)NC(OC(C)(C)C)=O